C(CCCCCCCCCCCCCCCCCCCCCCC)[SiH2]O[SiH2]O[SiH2]O[SiH2]O[SiH2]O[SiH2]O[SiH2]O[SiH2]O[SiH2]O[SiH2]O[SiH2]O[SiH3] tetracosyl-dodecasiloxane